tert-butyl 6-bromospiro[1H-isobenzofuran-3,3'-azetidine]-1'-carboxylate BrC1=CC=C2C(=C1)COC21CN(C1)C(=O)OC(C)(C)C